(S)-N-(5-(6-(1-hydroxypropyl)-4-methylpyridin-3-yl)thiazolo[4,5-e][1,2,4]triazolo[4,3-a]pyridin-2-yl)cyclopropanecarboxamide O[C@@H](CC)C1=CC(=C(C=N1)C=1C=2N(C3=C(C1)N=C(S3)NC(=O)C3CC3)C=NN2)C